FC=1C(=C(C=C(C1)C1=NOC(=N1)C1CN(C1)C(NC)=O)NC(=O)C1=CN=C2N1C=CC=C2)C N-(3-fluoro-2-methyl-5-(5-(1-(methylcarbamoyl)azetidin-3-yl)-1,2,4-oxadiazol-3-yl)phenyl)imidazo[1,2-a]pyridine-3-carboxamide